[C@H]12CN(C[C@H](CC1)N2)C2=NC(=NC=1CC3(CCC21)CCC2=CC=CC1=CC=CC3=C21)OCC21CCCN1CCC2 4'-((1R,5S)-3,8-diazabicyclo[3.2.1]octan-3-yl)-2'-((tetrahydro-1H-pyrrolizin-7a(5H)-yl)methoxy)-2,3,5',8'-tetrahydro-6'H-spiro[phenalene-1,7'-quinazoline]